C1(CC1)N1C(NC=2N=C(NC2C1=O)CN1CCN(CC1)C=1C=CC(=NC1)C(=O)NC)=O 5-(4-((1-cyclopropyl-2,6-dioxo-2,3,6,7-tetrahydro-1H-purin-8-yl)methyl)piperazin-1-yl)-N-methylpicolinamide